{[1-(4-chloro-3-fluorophenyl)-1H-1,2,4-triazol-5-yl]methyl}(methyl)amine ClC1=C(C=C(C=C1)N1N=CN=C1CNC)F